3,3-dimethylpyrrolidine-2,5-dione trifluoroacetate FC(C(=O)O)(F)F.CC1(C(NC(C1)=O)=O)C